7-(1,3-dioxolan-2-yl)-1-{[2-(trimethylsilyl)ethoxy]methyl}-1,3-benzodiazole-5-carboxylic acid O1C(OCC1)C1=CC(=CC2=C1N(C=N2)COCC[Si](C)(C)C)C(=O)O